(R)-1-((2-(1H-Indol-4-yl)-4-(3-methylmorpholino)thieno[3,2-d]pyrimidin-7-yl)methyl)azetidin-3-ol N1C=CC2=C(C=CC=C12)C=1N=C(C2=C(N1)C(=CS2)CN2CC(C2)O)N2[C@@H](COCC2)C